7,8-Dihydroxy-3-[(4-methoxyphenyl)carbonyl]-2H-chromen-2-one OC1=CC=C2C=C(C(OC2=C1O)=O)C(=O)C1=CC=C(C=C1)OC